FC[N+](C)(C)C1CC1 N-(fluoromethyl)-N,N-dimethylcyclopropylammonium